N-[6-oxa-2-azaspiro[4.5]decan-4-yl]carbamic acid tert-butyl ester C(C)(C)(C)OC(NC1CNCC12OCCCC2)=O